OC(C=O)CC=O hydroxyl-1,4-butanedial